COC=1C=C(C=CC1OC)C=1C=NC=CC1NC1=CC=C(C=C1)C1=NN=CN1C 3-(3,4-dimethoxy-phenyl)-N-[4-(4-methyl-4H-1,2,4-triazol-3-yl)phenyl]pyridin-4-amine